C(C)OC([C@H](N)CSN=O)=O S-nitroso-D-cysteine ethyl ester